F[C@H]1CN(C[C@@H]1F)C1=NC=CC(=N1)NC=1N=CC2=C(N=CC(=C2C1)C(C)C)N1CC(C1)CS(=O)(=O)C N-{2-[(3S,4S)-3,4-difluoropyrrolidin-1-yl]pyrimidin-4-yl}-8-[3-(methanesulfonylmeth-yl)azetidin-1-yl]-5-(propan-2-yl)-2,7-naphthyridin-3-amine